FC(S(=O)(=O)C1=CC=C(C=C1)C[C@@H]1CC2(CNC2)CC1)(F)F (6R)-6-[[4-(trifluoro-methylsulfonyl)phenyl]methyl]-2-azaspiro[3.4]octane